ClC=1C=C(C=CC1OCCN1CCCC1)C1(NN(C(=N1)N)C1=NC=CC=C1)N 3-(3-chloro-4-(2-(pyrrolidin-1-yl)ethoxy)phenyl)-1-(pyridin-2-yl)-1H-1,2,4-triazole-3,5-diamine